(R)-1,1,1-trifluoro-2-((S)-4-methyl-5,6-dihydro-4H-isoxazolo[5,4-e]indazol-3-yl)propane FC([C@H](C)C1=NOC=2C=3C=NNC3C[C@@H](C21)C)(F)F